C(C)(C)OC1=C(C=CC=C1)[C@H]1N(CCC1)C1CC2(C1)CCNCC2 2-[(2S)-2-(2-isopropoxyphenyl)pyrrolidin-1-yl]-7-azaspiro[3.5]nonan